C[C@@H](CCOC(CC)=O)CCC=C(C)C |r| Propionic acid (+-)-3,7-dimethyl-6-octenyl ester